C(C)(C)[C@@H]1NC1 (S)-2-isopropyl-aziridine